5-(pyridin-2-yl)-1H-pyrazole-3-carboxylic acid ethyl ester C(C)OC(=O)C1=NNC(=C1)C1=NC=CC=C1